ClC=1C=C2[C@@H]([C@@H](COC2=CC1F)NC(OCC)=O)O Ethyl ((3R,4S)-6-chloro-7-fluoro-4-hydroxychroman-3-yl)carbamate